OCCOCCNC(=O)C1=CC2=C(N(C(=N2)NC=2SC3=C(N2)C=CC(=C3)OC(F)(F)F)CCOC)C=C1 1-(2-Methoxy-ethyl)-2-(6-trifluoromethoxy-benzothiazol-2-ylamino)-1H-benzoimidazole-5-carboxylic acid [2-(2-hydroxy-ethoxy)-ethyl]-amide